Azolinate N1(C=CCC1)C(=O)[O-]